3-[[3-[4-[3-[5-[[tert-butoxycarbonyl(methyl)amino]methyl]-6-methoxy-2-pyridyl]-2-chloro-phenyl]-3-chloro-2-pyridyl]-5-methoxy-phenyl]methylamino]propanoic acid C(C)(C)(C)OC(=O)N(C)CC=1C=CC(=NC1OC)C=1C(=C(C=CC1)C1=C(C(=NC=C1)C=1C=C(C=C(C1)OC)CNCCC(=O)O)Cl)Cl